3-(5-((2,4-dimethoxybenzyl)amino)-7,9-difluoro-[1,2,4]triazolo[1,5-c]quinazolin-2-yl)-5-methylpiperidine-1-carboxylate COC1=C(CNC2=NC=3C(=CC(=CC3C=3N2N=C(N3)C3CN(CC(C3)C)C(=O)[O-])F)F)C=CC(=C1)OC